S1C(=CC=C1)C1=CC=C(C2=NSN=C21)C=2SC=CC2 4,7-bis(thiophen-2-yl)benzo-2,1,3-thiadiazole